C(C)(C)(C)OC(=O)N1C[C@H]([C@@H](C1)C1=C(C=CC=C1)F)C(=O)O |r| (±)-trans-1-(tert-butoxycarbonyl)-4-(2-fluorophenyl)pyrrolidine-3-carboxylic acid